trichloro-hydroxyphenyl ether ClC=1C(=C(C(=C(C1)OC1=C(C(=C(C(=C1)Cl)Cl)Cl)O)O)Cl)Cl